7-chloro-2,3-dihydro-1-methyl-5-phenyl-1H-1,4-benzodiazepine ClC=1C=CC2=C(C(=NCCN2C)C2=CC=CC=C2)C1